(R)-2-hydroxybutyrate O[C@@H](C(=O)[O-])CC